tert-butyl 4-(4-(4-bromo-2-methylbenzamido)-2-fluorophenyl)piperazine-1-carboxylate BrC1=CC(=C(C(=O)NC2=CC(=C(C=C2)N2CCN(CC2)C(=O)OC(C)(C)C)F)C=C1)C